The molecule is a pyridazinone that is pyridazin-3(2H)-one substituted by an amino group at position 5, a chloro group at position 4 and a methyl group at position 2. It is a metabolite of the herbicide chloridazone.jfuyklriltoil It has a role as a marine xenobiotic metabolite. It is a pyridazinone, a primary arylamine and an organochlorine compound. CN1C(=O)C(=C(C=N1)N)Cl